[1-[[4-[[(4S)-chroman-4-yl]carbamoyl]-2-pyridyl]methyl]-4,4-diethyl-6-oxo-hexahydropyrimidin-2-ylidene]ammonium O1CC[C@@H](C2=CC=CC=C12)NC(=O)C1=CC(=NC=C1)CN1C(NC(CC1=O)(CC)CC)=[NH2+]